CN([C@H]1CN(CC1)C1=C(C=C(C=C1F)NC1=NC=C(C(=N1)N1OCC[C@H]1C1=CC=CC=C1)C(F)(F)F)F)C N-(4-((R)-3-(dimethylamino)pyrrolidin-1-yl)-3,5-difluorophenyl)-4-((S)-3-phenylisoxazolidine-2-yl)-5-(trifluoromethyl)pyrimidin-2-amine